CC=1C=CC=C2NCCN(C12)S(=O)(=O)C1=C(C(=CC=C1)C1=CC(=NO1)C)C 8-Methyl-1-[2-methyl-3-(3-methyl-1,2-oxazol-5-yl)benzenesulfonyl]-1,2,3,4-tetrahydroquinoxaline